FC(OC1=C(C(=O)NCC(F)(F)F)C(=CC(=C1)C1=CN=C2N1C=CC(=C2)OCCN(C)C)NC)F 2-(difluoromethoxy)-4-[7-[2-(dimethylamino)ethoxy]imidazo[1,2-a]pyridin-3-yl]-6-(methylamino)-N-(2,2,2-trifluoroethyl)benzamide